ClCC1=CC=C(C(=O)NC2=CC=C(C=C2)S(=O)(=O)N2CCN(CC2)C2=NC(=CC(=C2)C(F)(F)F)OC2CC2)C=C1 4-(chloromethyl)-N-[4-[4-[6-(cyclopropyloxy)-4-(trifluoromethyl)-2-pyridinyl]piperazin-1-yl]sulfonylphenyl]benzamide